5,6,7,8-tetrahydroquinolin-3-ol N1=CC(=CC=2CCCCC12)O